7-fluoro-2-[(1RS)-2-oxo-1-phenyl-2-(2-pyridinylamino)ethyl]Indazole FC1=CC=CC2=CN(N=C12)[C@@H](C(NC1=NC=CC=C1)=O)C1=CC=CC=C1 |r|